O[C@@H](C(C)=O)C (R)-3-hydroxybutanone